BrC1=CC(=C(C(=O)N2COC3=C(C2)C=CC(=C3C3=CC(=C(C(=O)OC)C=C3)N3CCOCC3)F)C(=C1)Cl)Cl Methyl 4-[3-(4-bromo-2,6-dichlorobenzoyl)-7-fluoro-2,4-dihydro-1,3-benzoxazin-8-yl]-2-morpholin-4-ylbenzoate